NC1=NC(=CC(=C1)C[C@@H]1[C@H](N(C1=O)C(=O)N[C@H](CC)C1=C(C(=CC=C1)C)F)C(=O)N(C)C=1C=NN(C1)C)C (2S,3R)-3-((2-amino-6-methylpyridin-4-yl)methyl)-N2-(1-methyl-1H-pyrazol-4-yl)-N1-((R)-1-(2-fluoro-3-methylphenyl)propyl)-N2-methyl-4-oxoazetidine-1,2-dicarboxamide